O[C@@]1(CC[C@@]2(C3CC[C@@]4([C@H](CCC4C3CCC2C1)C1=NOC(=C1)COCP(OCC1=CC=CC=C1)(OCC1=CC=CC=C1)=O)C)C)C dibenzyl (((3-((3R,10S,13S,17S)-3-hydroxy-3,10,13-trimethylhexadecahydro-1H-cyclopenta[a]phenanthren-17-yl)isoxazol-5-yl)methoxy)methyl)phosphonate